3-(4-((S)-2-amino-2-cyclohexylacetamido)-2-fluorophenyl)-4-chloro-2-methylpyridine 1-oxide N[C@H](C(=O)NC1=CC(=C(C=C1)C=1C(=[N+](C=CC1Cl)[O-])C)F)C1CCCCC1